C(C)(C)(C)N=CC1=C(C=C(C=C1)F)OC N-tert-butyl-1-(4-fluoro-2-methoxy-phenyl)methanimine